C1(CCCC1)\N=C\C1=C(C=NC(=C1O)C)COC1=C(OP(=O)=N[C@H](C(=O)OC(C)C)C)C=CC=C1 (S)-Isopropyl 2-((S)-((4-((E)-(cyclopentylimino)methyl)-5-hydroxy-6-methylpyridin-3-yl)methoxy)(phenoxy)phosphorylamino)propanoate